The molecule is a member of the class of trichlorophenols that is 3,4,5-trichlorophenol substituted by a 2,3,4-trichloro-1H-pyrrolyl moiety at position 2. It is isolated from the fermentation broth of Streptomyces and exbits broad-spectrum antibacterial activity against a panel of pathogens including variety of drug-susceptible and drug-resistant phenotypes. It has a role as a metabolite, an antimicrobial agent and an antibacterial agent. It is a member of pyrroles and a member of trichlorophenols. C1=C(C(=C(C(=C1Cl)Cl)Cl)N2C=C(C(=C2Cl)Cl)Cl)O